methyl-5-[2-(1,3-dioxolan-2-yl)-3-[(4-methoxyphenyl)methoxy]phenyl]-2-ethylpyrazole-3-carboxylic acid CC1=C(N(N=C1C1=C(C(=CC=C1)OCC1=CC=C(C=C1)OC)C1OCCO1)CC)C(=O)O